C(C)NC(NC1=NN(C(=C1)CN1CCC(CC1)C=1C=CC(=NC1F)C(=O)NC)C)=O 5-(1-((3-(3-ethylureido)-1-methyl-1H-pyrazol-5-yl)methyl)piperidin-4-yl)-6-fluoro-N-methylpicolinamide